CC1=NN=NN1 5-methyltetrazol